Cl.NC12CC(C1)(C2)NC(OCC)=O ethyl (3-aminobicyclo[1.1.1]pentan-1-yl)carbamate hydrochloride